Methyl 3-(N-(4-chloro-2-(piperidin-2-yl)-5-(trifluoromethyl)phenyl)sulfamoyl)-4-cyclopropylbenzoate ClC1=CC(=C(C=C1C(F)(F)F)NS(=O)(=O)C=1C=C(C(=O)OC)C=CC1C1CC1)C1NCCCC1